C1(=CC=CC=C1)C1(CCNCC1)N 4-Phenylpiperidin-4-amine